COC1=NC(=NC(=C1)C1=NC=CC=C1)N 4-methoxy-6-(pyridin-2-yl)pyrimidin-2-amine